CC1(OC(=CC(O1)=O)CC1CC[C@H](N1C(=O)O)C(=O)O)C (2S)-5-((2,2-dimethyl-4-oxo-4H-1,3-dioxin-6-yl)methyl)pyrrolidine-1,2-dicarboxylic acid